C1CCC2=C(C=3CCCC3C=C12)NC(=O)NS(=O)(=N)C=1C=NN2C1OCCC(C2)NC N-((1,2,3,5,6,7-hexahydro-s-indacen-4-yl)carbamoyl)-7-(methylamino)-5,6,7,8-tetrahydropyrazolo[5,1-b][1,3]oxazepine-3-sulfonimidamide